propanesulfonate C(CC)S(=O)(=O)[O-]